4,4-Dimethylcyclohexanone CC1(CCC(CC1)=O)C